CNC1=C(C=CC=C1)N1CCNCC1 N-methyl-2-piperazin-1-ylaniline